C(C)C1=C(C=CC(=N1)N1C(N(C2(C1)CCN(CC2)CCC(F)(F)F)CC2=CC(=CC=C2)OC)=O)C=2C=NNC2 3-(6-ethyl-5-(1H-pyrazol-4-yl)pyridin-2-yl)-1-(3-methoxybenzyl)-8-(3,3,3-trifluoropropyl)-1,3,8-triazaspiro[4.5]decan-2-one